ClC1=CC=C2C(=C1)NC(C21N(C(C=2N=C(N(C21)C2CC2)C=2C(=NC(=NC2)OC)OC)=O)C2=C(C=CC(=C2)Cl)C)=O 6-chloro-5'-(5-chloro-2-methylphenyl)-3'-cyclopropyl-2'-(2,4-dimethoxypyrimidin-5-yl)-3'H-spiro[indoline-3,4'-pyrrolo[3,4-d]imidazole]-2,6'(5'H)-dione